[Fe-4](C#N)(C#N)(C#N)(C#N)(C#N)C#N.[Na+].[Na+].[Na+].[Na+] sodium ferrocyanide